FC=1C=C(C=C(C1)F)[C@H](CC(=O)O)N1CC(C1)(CCCCC1=NC=2NCCCC2C=C1)C (S)-3-(3,5-difluorophenyl)-3-(3-methyl-3-(4-(5,6,7,8-tetrahydro-1,8-naphthyridin-2-yl)butyl)azetidin-1-yl)propionic acid